(S,E)-methyl 7-(1-(2-(bicyclo[1.1.1]pentan-1-ylamino)-2-oxoethyl)-2-oxo-1,2-dihydropyridin-3-ylamino)-6-(6-(dimethylamino)benzofuran-2-carboxamido)-7-oxohept-2-enoate C12(CC(C1)C2)NC(CN2C(C(=CC=C2)NC([C@H](CC/C=C/C(=O)OC)NC(=O)C=2OC1=C(C2)C=CC(=C1)N(C)C)=O)=O)=O